FC1=C(C=CC=C1)C1=C(C(=NC=C1)C1NCC(C1)C(F)(F)F)NC(=O)C=1C=NC(=NC1)C(C)C N-(4-(2-fluorophenyl)-2-(4-(trifluoromethyl)pyrrolidin-2-yl)pyridin-3-yl)-2-isopropylpyrimidine-5-carboxamide